6-((4-(Dimethylsilyl)phenyl)dimethylsilyl)hexan-2-ol C[SiH](C1=CC=C(C=C1)[Si](CCCCC(C)O)(C)C)C